C([C@@H]([C@@H](C(=O)CO)O)O)OP(=O)(O)O The molecule is a ribulose 5-phosphate. It has a role as an Escherichia coli metabolite. It derives from a L-ribulose. It is a conjugate acid of a L-ribulose 5-phosphate(2-).